dipropyl D-glutamate N[C@H](CCC(=O)OCCC)C(=O)OCCC